C(C)(C)N1C=NC(=C1C=1NC=C(N1)C(=O)NC1=CC=C(C=C1)N1CCN(CC1)C)C(C)C 3',5'-diisopropyl-N-(4-(4-methylpiperazin-1-yl)phenyl)-1H,3'H-[2,4'-biimidazole]-4-carboxamide